N1=C(C=CC=C1)\C(\C)=N\NC(=O)N1CCC1 (E)-N'-(1-(pyrid-2-yl)ethylidene)azetidine-1-carbohydrazide